C(=O)(OCC1=CC=CC=C1)N([C@H](CS)C(=O)O)CC1=CC=CC=2C3=CC=CC=C3CC12 N-carbobenzoxy-(s)-fluorenylmethyl-L-cysteine